C12(CCCCCC2CCC1)O bicyclo[5.3.0]decanol